(R or S)-4-(2-azidopropan-2-yl)-6-chloro-1-((4-(methylsulfonyl)butan-2-yl)oxy)-2,7-naphthyridine N(=[N+]=[N-])C(C)(C)C1=CN=C(C2=CN=C(C=C12)Cl)O[C@H](C)CCS(=O)(=O)C |o1:18|